BrC(C(=O)C1=CNC2=CC(=C(C=C12)C)OCC)C1=C(C=C(C=C1)F)OC 2-bromo-1-(6-ethoxy-5-methyl-1H-indol-3-yl)-2-(4-fluoro-2-methoxyphenyl)ethanone